FC=1C=C(CC=2C=C3C(=NNC3=CC2)NC(C2=C(C=C(C=C2)N2CCN(CC2)CC2=C(C=C(C=C2)N2C(NC(CC2)=O)=O)F)NC2CCOCC2)=O)C=C(C1)F N-(5-(3,5-difluorobenzyl)-1H-indazol-3-yl)-4-(4-(4-(2,4-dioxotetrahydropyrimidin-1(2H)-yl)-2-fluorobenzyl)piperazin-1-yl)-2-((tetrahydro-2H-pyran-4-yl)amino)benzamide